NC1=NC(=NN2C1=NC=C2CC2CCN(CC2)CCNC(OC(C)(C)C)=O)O[C@@H](C)CCC Tert-butyl (S)-(2-(4-((4-amino-2-(pent-2-yloxy)imidazo[2,1-f][1,2,4]triazin-7-yl)methyl)piperidin-1-yl)ethyl)carbamate